(S)-5-(4-fluorobenzyl)-N-(2,3,4-trimethyl-5-oxo-5,6,7,8-tetrahydro-4H-pyrazolo[1,5-a][1,3]diazepin-6-yl)-4H-1,2,4-triazole-3-carboxamide FC1=CC=C(CC=2NC(=NN2)C(=O)N[C@@H]2C(N(C=3N(CC2)N=C(C3C)C)C)=O)C=C1